FC1=C(C=CC(=C1)C=1C=C(C=2N=C(N=CC2N1)N[C@@H]1CNC[C@H](C1)F)N1CCOCCC1=O)NS(=O)(=O)CC1=CC=CC=C1 N-(2-fluoro-4-(2-(((3S,5S)-5-fluoro-piperidin-3-yl)amino)-8-(5-oxo-1,4-oxazepan-4-yl)pyrido[3,2-d]pyrimidin-6-yl)phenyl)-1-phenylmethanesulfonamide